ClC=1C=CC(=NC1)OC1=C(C=C(C=C1)NC(=O)C1C2(CC1(C2)OC)C(=O)N)C ((4-((5-chloropyridin-2-yl)oxy)-3-methylphenyl)carbamoyl)-3-methoxybicyclo[1.1.1]pentane-1-carboxamide